4-[1-(4,5-dihydro-4,4-dimethyl-2-oxazolyl)-1-methylethyl]phenethyl alcohol p-toluenesulfonate CC1=CC=C(C=C1)S(=O)(=O)OCCC1=CC=C(C=C1)C(C)(C)C=1OCC(N1)(C)C